1-Tert-butyl 3-(1-(cyclopropylmethyl)-7-(2-ethyl-6-methylpyridin-3-yl)-5-(4-(5-fluoro-3-methoxypyridin-2-yl)piperazine-1-carbonyl)-1H-indol-2-yl)-5,6-dihydropyridine-1(2H)-carboxylate C1(CC1)CN1C(=CC2=CC(=CC(=C12)C=1C(=NC(=CC1)C)CC)C(=O)N1CCN(CC1)C1=NC=C(C=C1OC)F)C=1CN(CCC1)C(=O)OC(C)(C)C